ClC1=CC=C(C=2N1N=CN2)C#N 5-chloro-[1,2,4]triazolo[1,5-a]pyridine-8-carbonitrile